1-(naphthalen-2-yl)pyrrolidine-3-carboxamide C1=C(C=CC2=CC=CC=C12)N1CC(CC1)C(=O)N